o-Methylbenzaldehyde CC1=CC=CC=C1C=O